C(C=C)(=O)N1[C@@H](C[C@H](CC1)N1C=NC=2C(=NC=3C(=C(C(=CC3C21)Cl)C2=C(C=CC(=C2)O)Cl)F)N2CC(C2)N(C)C)CC#N 2-((2S,4S)-1-acryloyl-4-(8-chloro-7-(2-chloro-5-hydroxyphenyl)-4-(3-(dimethylamino)azetidin-1-yl)-6-fluoro-1H-imidazo[4,5-c]quinolin-1-yl)piperidin-2-yl)acetonitrile